9,10-Dihydroanthracen-1,4-dion C1(C=CC(C=2CC3=CC=CC=C3CC12)=O)=O